(5-chloro-3-((2,6-dimethoxyphenyl)amino)pyrazin-2-yl)-6-ethoxypyridinecarboxamide ClC=1N=C(C(=NC1)C=1C(=NC(=CC1)OCC)C(=O)N)NC1=C(C=CC=C1OC)OC